Cl.NCC1CCN(CC1)C(COC1=C(C(=CC=C1C=1N=C(SC1)N1CCOCC1)F)F)=O 1-(4-(aminomethyl)piperidin-1-yl)-2-(2,3-difluoro-6-(2-morpholinothiazol-4-yl)phenoxy)ethan-1-one hydrochloride